8-(4-fluoro-2,5-dimethoxybenzylsulfonyl)-1,3,7-trimethyl-1H-purine-2,6(3H,7H)-dione FC1=CC(=C(CS(=O)(=O)C2=NC=3N(C(N(C(C3N2C)=O)C)=O)C)C=C1OC)OC